C(C)(C)(C)OC(NC=1C(N(C=CC1)C1=NC=C(C=C1)C1C(C1)=C(F)F)=O)=O (5'-(2-(Difluoromethylene)cyclopropyl)-2-oxo-2H-[1,2'-bipyridyl]-3-yl)carbamic acid tert-butyl ester